2-(3-chloro-5-(5-methyl-1,2,4-oxadiazol-3-yl)phenyl)malonic acid ClC=1C=C(C=C(C1)C1=NOC(=N1)C)C(C(=O)O)C(=O)O